C1(CC1)CN(C(C1=C(C=C(C=C1)C#N)C)=O)C=1C(=C(C(=O)N)C=CC1)F [N-(cyclopropylmethyl)-2-methyl-4-cyanobenzamido]-2-fluorobenzamide